bis-(2-chloro-1-naphthoyl)-2,5-dimethylphenyl-phosphine oxide ClC1=C(C2=CC=CC=C2C=C1)C(=O)P(C1=C(C=CC(=C1)C)C)(C(=O)C1=C(C=CC2=CC=CC=C12)Cl)=O